4-(4-methylphenylsulfanyl)-benzophenone CC1=CC=C(C=C1)SC1=CC=C(C(=O)C2=CC=CC=C2)C=C1